C(C)(=O)N1CC2=C(CC1)N(N=C2N2CCCC1=CC(=C(C=C21)C(F)F)C=2C=NN(C2)C)C2CCC(CC2)=O 4-[5-acetyl-3-[7-(difluoromethyl)-6-(1-methylpyrazol-4-yl)-3,4-dihydro-2H-quinolin-1-yl]-6,7-dihydro-4H-pyrazolo[4,3-c]pyridin-1-yl]cyclohexanone